BrC=1C=C(OCC(CN(C)CC2=CC(=C(C=C2)OCCN2CCC(CC2)C)OC)O)C=CC1 1-(3-bromophenoxy)-3-((3-methoxy-4-(2-(4-methylpiperidin-1-yl)ethoxy)benzyl)(methyl)amino)propan-2-ol